3-(5-(1-methyl-5-(4-methylpiperidin-1-yl)-1H-1,2,4-triazol-3-yl)-1-oxoisoindolin-2-yl)piperidine-2,6-dione CN1N=C(N=C1N1CCC(CC1)C)C=1C=C2CN(C(C2=CC1)=O)C1C(NC(CC1)=O)=O